(R)-2-(N-[4-amino-5-[6-(trifluoromethyl)pyridine-3-carbonyl]thiazol-2-yl]-4-fluoro-anilino)propanamide NC=1N=C(SC1C(=O)C=1C=NC(=CC1)C(F)(F)F)N(C1=CC=C(C=C1)F)[C@@H](C(=O)N)C